4-(4-hydroxyphenyl)-6-(4-hydroxy-3-methoxyphenyl)-2-amino-3-cyanopyridine OC1=CC=C(C=C1)C1=C(C(=NC(=C1)C1=CC(=C(C=C1)O)OC)N)C#N